[K].O[C@H](C1(CC1)C(=O)N)[C@H]1N2C(C3=CC=CC=C13)=CN=C2 1-((R)-hydroxy((S)-5H-imidazo[5,1-a]isoindol-5-yl)methyl)cyclopropane-1-carboxamide potassium